B(O)(O)N.C(CCCCCCC\C=C/C[C@H](O)CCCCCC)(=O)O ricinoleic acid amidoborate